1-((1H-pyrazol-4-yl)methyl)-N-((5-phenyl-1,3,4-thiadiazol-2-yl)methyl)-1H-1,2,3-triazole-4-carboxamide N1N=CC(=C1)CN1N=NC(=C1)C(=O)NCC=1SC(=NN1)C1=CC=CC=C1